BrC1=C(COC(=O)[C@H]2C([C@@H]2C=CC)(C)C)C(=C(C(=C1F)C)F)Br.N(=[N+]=[N-])C=1C=C2CN(C(C2=C(C1)C(F)(F)F)=O)[C@@H](C)C1CC1 (S)-5-azido-2-(1-cyclopropylethyl)-7-(trifluoromethyl)isoindolin-1-one 2,6-dibromo-3,5-difluoro-4-methylbenzyl-(1R)-trans-3-(1-propenyl)-2,2-dimethylcyclopropanecarboxylate